propyl diphenylmethanedicarbamate C1(=CC=CC=C1)C(NC(=O)OCCC)(NC(=O)[O-])C1=CC=CC=C1